FC(C=1C=C(OC(CO)C=C)C=CC1)(F)F 2-(3-trifluoromethylphenoxy)but-3-en-1-ol